N[C@H]1[C@@H](C(CC12CCN(CC2)C=2N=CC(=NC2)SC2=C(C(=NC=C2)N[C@]2(NC=1N(C(CN(C1C(N2)=O)C)CC)C(C)C)N)Cl)=O)C (R)-2-((4-((5-((3S,4S)-4-amino-3-methyl-2-oxo-8-azaspiro[4.5]decane-8-yl)pyrazin-2-yl)thio)-3-chloropyridin-2-yl)amino)-7-ethyl-8-isopropyl-5-methyl-7,8-dihydropterin